NC=1N=NC(=CC1C=1CC2CCC(C1)N2C(=O)OCCCC)Cl butyl 3-(3-amino-6-chloropyridazin-4-yl)-8-azabicyclo[3.2.1]oct-3-ene-8-carboxylate